FC(C1=NN2C(N=C(C=C2NC[C@@](CC)(C2=CC=C(C=C2)F)C2CN(C2)C(=O)N)C(F)(F)F)=C1)(F)F (R)-3-(1-((2,5-bis(trifluoromethyl)pyrazolo[1,5-a]pyrimidin-7-yl)amino)-2-(4-fluorophenyl)butan-2-yl)azetidine-1-carboxamide